[N+](=O)([O-])C1=CC=C(C=C1)OS(NC1CC1)(=O)=O N-cyclopropyl-sulfamic acid 4-nitrophenyl ester